(R)-N-(7,8-Dichloro-1,6-dimethyl-2-oxo-1,2,3,4,5,6-hexahydroazepino[4,5-b]indol-10-yl)-2-hydroxyacetamide ClC1=C(C=C(C=2C3=C(N(C12)C)CCNC([C@@H]3C)=O)NC(CO)=O)Cl